C(=O)(OC(C)(C)C)NC1=C(C=CC=C1)N N-BOCphenylenediamine